2-[1-(4-phenylphenyl)ethylamino]-5-(trifluoromethyl)-4H-[1,2,4]triazolo[1,5-a]pyrimidin-7-one C1(=CC=CC=C1)C1=CC=C(C=C1)C(C)NC1=NN2C(NC(=CC2=O)C(F)(F)F)=N1